N-((1,2,3,5,6,7-Hexahydro-s-indacen-4-yl)carbamoyl)-3-methylpyrazine-2-sulfonamide, Potassium Salt [K].C1CCC2=C(C=3CCCC3C=C12)NC(=O)NS(=O)(=O)C1=NC=CN=C1C